CC1=C(SC(=N1)[N+]2=NC(=NN2C3=CC=CC=C3)C4=CC=CC=C4)C.[Br-] Methylthiazolyldiphenyl-Tetrazolium Bromide